morpholin-4-ium 4-methoxyphenyl-(morpholino)phosphorodithioate COC1=CC=C(C=C1)OP([O-])(=SN1CCOCC1)[S-].[NH2+]1CCOCC1.[NH2+]1CCOCC1